C(C1=CC=CC=C1)OC(=O)N1CCC(CC1)=O (Benzyloxycarbonyl)-4-piperidinone